4-{(3S,5aR,6R,7R,8aS)-6-[(1E,3R)-4-(2,5-difluorophenoxy)-3-hydroxy-1-buten-1-yl]-7-hydroxyoctahydro-2H-cyclopenta[b]oxepin-3-yl}butanoic acid FC1=C(OC[C@@H](/C=C/[C@H]2[C@@H](C[C@@H]3OC[C@H](CC[C@@H]32)CCCC(=O)O)O)O)C=C(C=C1)F